BrC1=CC(=C(C=C1)NC=1C(=CC2=C(N=CN2C)C1F)C(CO)=O)Cl 1-[6-(4-bromo-2-chloro-phenylamino)-7-fluoro-3-methyl-3H-benzimidazol-5-yl]-2-hydroxy-ethanone